(4-bromo-2-(6-azaspiro[2.5]oct-6-yl)phenyl)-4-(4,4-difluoropiperidin-1-yl)-6-methyl-3H-imidazo[4,5-C]pyridine BrC1=CC(=C(C=C1)C1=NC2=C(C(=NC(=C2)C)N2CCC(CC2)(F)F)N1)N1CCC2(CC2)CC1